FC(C(C(C(C(C(C(C(F)(F)F)(F)F)(F)F)(F)F)(F)F)(F)F)(F)F)(I)F perfluoro-1-iodooctane